octacosa-8,14,16,18,20-penta-en-25-carboxylic acid CCCCCCCC=CCCCCC=CC=CC=CC=CCCCC(CCC)C(=O)O